N1(CCC2=CC=CC=C12)C(=O)N1CCC(CC1)C(=O)O 1-(indoline-1-carbonyl)piperidine-4-carboxylic acid